CC(C#C)(CCCCC)O 3-Methyl-1-octyn-3-ol